6-phenyl-2'-deoxyinosine C1(=CC=CC=C1)C1(C2=NCN([C@H]3C[C@H](O)[C@@H](CO)O3)C2=NC=N1)O